ClCC(COC)OC1=NN(C=C1)C(C)=O 1-(3-((1-chloro-3-methoxypropane-2-yl)oxy)-1H-pyrazol-1-yl)ethanone